tert-butyl 4-(3-(4-bromo-3-fluorophenoxy)propyl)piperidine-1-carboxylate BrC1=C(C=C(OCCCC2CCN(CC2)C(=O)OC(C)(C)C)C=C1)F